Palladium tetra(triphenylphosphine) palladium (0) [Pd].C1(=CC=CC=C1)P(C1=CC=CC=C1)C1=CC=CC=C1.C1(=CC=CC=C1)P(C1=CC=CC=C1)C1=CC=CC=C1.C1(=CC=CC=C1)P(C1=CC=CC=C1)C1=CC=CC=C1.C1(=CC=CC=C1)P(C1=CC=CC=C1)C1=CC=CC=C1.[Pd]